4-[(2S,6R)-2-[[6-(3-aminoazetidin-1-yl)spiro[1H-isobenzofuran-3,3'-azetidine]-1'-yl]methyl]-6-methyl-morpholin-4-yl]-3-fluoro-pyrazolo[1,5-a]pyridine-7-carbonitrile NC1CN(C1)C1=CC=C2C(=C1)COC21CN(C1)C[C@H]1CN(C[C@H](O1)C)C=1C=2N(C(=CC1)C#N)N=CC2F